COC=1C(=CC(=C(C(=O)N2[C@@H](CC(C2)=C)C=O)C1)[N+](=O)[O-])OCC#C 1-(5-methoxy-2-nitro-4-(prop-2-yn-1-yloxy)-benzoyl)-(2S)-4-methylenepyrrolidine-2-formaldehyde